methylphenyl-triethoxysilane CCCO[Si](OCC)(OCC)C1=CC=CC=C1